(R)-pyrrolidin-3-ol N1C[C@@H](CC1)O